1-spiro[3.3]hept-2-yl-3-[1-(3-trifluoromethyl-phenyl)-ethyl]-urea C1C(CC12CCC2)NC(=O)NC(C)C2=CC(=CC=C2)C(F)(F)F